N,N'-dimethyl-1,3-bis(acrylamido)-propane CN(C(C=C)=O)CCCN(C(C=C)=O)C